NC1CCC2=C(NC1=O)N=CC=C2 7-amino-6,7-dihydro-5H-pyrido[2,3-b]azepin-8(9H)-one